C(=CCCCCCC)N[C@@H](C)C(=O)O |o1:9| S or R-octenylalanine